4,4'-methylenebis(2-tert-butyl-6-methylphenol) C(C1=CC(=C(C(=C1)C)O)C(C)(C)C)C1=CC(=C(C(=C1)C)O)C(C)(C)C